ethyl 2-(pyridin-3-yloxy)-5-hydroxy-1,7-naphthyridine-6-carboxylate N1=CC(=CC=C1)OC1=NC2=CN=C(C(=C2C=C1)O)C(=O)OCC